C(C)(C)(C)OC(=O)N1CCN(CC1)C=1C=C2C(=NC(=NC2=CC1OC)C)N[C@H](C)C1=C(C(=CC=C1)C#N)C (R)-4-(4-((1-(3-cyano-2-methylphenyl)ethyl)amino)-7-methoxy-2-methylquinazolin-6-yl)piperazine-1-carboxylic acid tert-butyl ester